2-(2-(Bicyclo[3.1.0]hex-2-en-3-yl)-5-ethyl-7-oxo-6-(piperazin-1-yl)-[1,2,4]triazolo[1,5-a]pyrimidin-4(7H)-yl)-N-(4-((methyl-d3)thio)phenyl)acetamide C12C=C(CC2C1)C1=NN2C(N(C(=C(C2=O)N2CCNCC2)CC)CC(=O)NC2=CC=C(C=C2)SC([2H])([2H])[2H])=N1